BrC=1C=CC2=C(N(C(=N2)C2CCOCC2)CCOC(C)C)C1 6-bromo-1-(2-isopropoxyethyl)-2-(tetrahydro-2H-pyran-4-yl)-1H-benzo[d]imidazole